Rac-dimethylsilanediyl-bis[2-methyl-4-(3,5-dimethylphenyl)-inden-1-yl]zirconium dichloride [Cl-].[Cl-].C[Si](=[Zr+2](C1C(=CC2=C(C=CC=C12)C1=CC(=CC(=C1)C)C)C)C1C(=CC2=C(C=CC=C12)C1=CC(=CC(=C1)C)C)C)C